(S)-3,3'-bis(9,9-dimethylfluorenyl)-1,1'-binaphthol CC1(C2=CC=CC=C2C=2C=CC=C(C12)C1=C(C(=C2C=CC=CC2=C1)C1=CC(=CC2=CC=CC=C12)C1=CC=CC=2C3=CC=CC=C3C(C12)(C)C)O)C